3-(3-(3-methyl-2-oxoimidazolidine-1-yl)piperidin-1-yl)-1,2,4-triazine-6-carboxamide CN1C(N(CC1)C1CN(CCC1)C=1N=NC(=CN1)C(=O)N)=O